N-(4-Chloro-3-(trifluoromethyl)phenyl)-7-methoxy-3,4-dihydroisoquinoline ClC1=C(C=C(C=C1)N1CC2=CC(=CC=C2CC1)OC)C(F)(F)F